CC=1C=C(CSCC2=CC(=C(C(=C2)C(C)(C)C)O)C)C=C(C1O)C(C)(C)C bis(3-methyl-4-Hydroxy-5-t-butylbenzyl) sulfide